3-methyl-1-(Oxacyclohexan-2-yl)indazole-5-carboxylic acid lithium [Li].CC1=NN(C2=CC=C(C=C12)C(=O)O)C1OCCCC1